NC(C)(C)C1=CC(=NC(=C1)C1=CC=C(C=C1)F)OC1[C@@H]2CN(C[C@H]12)C(=O)C=1C=C(C=2N(C1)C=C(N2)C2CC2)C ((1R,5S,6s)-6-((4-(2-aminopropan-2-yl)-6-(4-fluorophenyl)pyridin-2-yl)oxy)-3-azabicyclo[3.1.0]hexan-3-yl)(2-cyclopropyl-8-methylimidazo[1,2-a]pyridin-6-yl)methanone